F[P-](F)(F)(F)(F)F.N1N=NC2=C1N=CC=C2OC(=[N+](C)C)N(C)C O-(7-azabenzotriazolyl)N,N,N',N'-tetramethyluronium hexafluorophosphate